[(1R)-5-chloroindan-1-yl]-4-(ethylsulfonylamino)benzamide ClC=1C=C2CC[C@H](C2=CC1)C1=C(C(=O)N)C=CC(=C1)NS(=O)(=O)CC